ClC=1C=C(C=C(C1OC=1C=C2CCN(C(C2=CC1)=O)CC1=CC=C(C=C1)F)Cl)N1N=CC(NC1=O)=O (3,5-dichloro-4-((2-(4-fluorobenzyl)-1-oxo-1,2,3,4-tetrahydroisoquinolin-6-yl)oxy)phenyl)-1,2,4-triazine-3,5(2H,4H)-dione